OC1=CC=CC=C1 oxyl-benzene